FC1=CC=C(CC2COCCN2C2CCC(CC2)N2N=C(N=C2N)N)C=C1 (4-(3-(4-fluorobenzyl)morpholino)cyclohexyl)-1H-1,2,4-triazole-3,5-diamine